ClC(C1=NC(=NO1)C1=CC=C(C=C1)C(CSC=1C=NC=CC1)=O)(F)F 1-(4-(5-(chlorodifluoromethyl)-1,2,4-oxadiazol-3-yl)phenyl)-2-(pyridin-3-ylthio)ethan-1-one